FC=1C=C(C=C(C1)F)C(C)OC=1C=C2C(=NNC2=CC1)C1=NC2=C(N1)CN(C2)C2CC(CC2)N(C)C 3-(2-(5-(1-(3,5-Difluorophenyl)ethoxy)-1H-indazol-3-yl)-4,6-dihydropyrrolo[3,4-d]imidazol-5(1H)-yl)-N,N-dimethyl-cyclopentan-1-amine